N-cyclopropyl-2-[2-(2,6-dioxopiperidin-3-yl)-1-oxo-2,3-dihydro-1H-isoindol-5-yl]quinoline-4-carboxamide C1(CC1)NC(=O)C1=CC(=NC2=CC=CC=C12)C=1C=C2CN(C(C2=CC1)=O)C1C(NC(CC1)=O)=O